[C@H](C)(CC)[C@H]1C(NC2=C(C=3N1C(=NC3)O)C=CC=C2)=O (S)-5-((S)-sec-butyl)-3-hydroxy-5H-benzo[f]imidazo[1,5-d][1,4]diazepin-6(7H)-one